5,5-difluoro-4-oxopiperidine-3-carboxylate hydrochloride Cl.FC1(C(C(CNC1)C(=O)O)=O)F